ClC=1C=C(C=CC1Cl)NC(=O)NC1=CC(=CC(=C1)C(=O)C=1C=C2N=CC=NC2=CC1)F 1-(3,4-dichlorophenyl)-3-(3-fluoro-5-(quinoxaline-6-carbonyl)phenyl)urea